3-(4-amino-3-((6-chloro-1-methyl-1H-benzo[d]imidazol-5-yl)ethynyl)-7-(cyclopropanecarbonyl)-1H-pyrazolo[4,3-c]pyridin-1-yl)pyrrolidin NC1=NC=C(C2=C1C(=NN2C2CNCC2)C#CC2=CC1=C(N(C=N1)C)C=C2Cl)C(=O)C2CC2